FC(CN(C(CNCCNCCNC(CNCCO)[C@H](C)O)CC(C)C)C)(CCCCCCC)F 18,18-difluoro-19-hexyl-6-((S)-1-hydroxyethyl)-15-isobutyl-16-methyl-1-oxa-4,7,10,13,16-pentaazanonadecan